2-(Oxiran-2-ylmethoxy)-1-naphthaldehyde O1C(C1)COC1=C(C2=CC=CC=C2C=C1)C=O